N-[(2R)-2,3-dihydroxypropyl]-4-{[3-(4-{[(3S,4R)-3-fluoro-1-methylpiperidin-4-yl]amino}-1-(2,2,2-trifluoroethyl)-1H-indol-2-yl)prop-2-yn-1-yl]amino}-3-methoxybenzamide O[C@H](CNC(C1=CC(=C(C=C1)NCC#CC=1N(C2=CC=CC(=C2C1)N[C@H]1[C@H](CN(CC1)C)F)CC(F)(F)F)OC)=O)CO